2-(6-(4-fluorophenyl)-4-hydroxy-1-(2-morpholinoethyl)-2-oxo-1,2-dihydro-1,8-naphthyridine-3-carboxamido)-2-methylpropanoic acid FC1=CC=C(C=C1)C=1C=C2C(=C(C(N(C2=NC1)CCN1CCOCC1)=O)C(=O)NC(C(=O)O)(C)C)O